hydroxy-4-((3-(2-propionamidoethyl)-5-methoxy-1H-indol-1-yl)methyl)-benzamide OC1=C(C(=O)N)C=CC(=C1)CN1C=C(C2=CC(=CC=C12)OC)CCNC(CC)=O